3-bromo-2-(cyclohexoxy)pyridine BrC=1C(=NC=CC1)OC1CCCCC1